6-(2-amino-6-fluoro-5-(4-((3aR,6aS)-tetrahydro-1H-furo[3,4-c]pyrrol-5(3H)-yl)phenyl)pyridin-3-yl)-3,4-dihydroisoquinolin-1(2H)-one NC1=NC(=C(C=C1C=1C=C2CCNC(C2=CC1)=O)C1=CC=C(C=C1)N1C[C@@H]2[C@H](C1)COC2)F